C(C1CC(C(CC1)N)CCCC(C)C)C1CC(C(CC1)N)CCCC(C)C 4,4'-methylenebis(2-(4-methylpent-1-yl)cyclohexylamine)